{9-[(phenyl)methyl]-5-carbamoyl-2-methyl-carbazol-4-yl}oxyacetic acid C1(=CC=CC=C1)CN1C2=CC=CC(=C2C=2C(=CC(=CC12)C)OCC(=O)O)C(N)=O